2-(2,6-Dimethyl-4-((5-oxo-4-(4-(trifluoromethyl)phenyl)-4,5-dihydro-1H-1,2,4-Triazol-1-yl)methyl)phenoxy)-2-methylpropionic acid CC1=C(OC(C(=O)O)(C)C)C(=CC(=C1)CN1N=CN(C1=O)C1=CC=C(C=C1)C(F)(F)F)C